ClC1=C(C(=O)C2C(CCCC2=O)=O)C=CC(=C1COCC(F)(F)F)S(=O)(=O)C 2-{2-Chloro-4-mesyl-3-[(2,2,2-trifluoroethoxy)methyl]benzoyl}cyclohexane-1,3-dione